C(C)(C)(C)OC(=O)N1CC(C1)(C)[C@@](C=1C=NC=C(C1)C1OCCC1)(C1=CC=C(C=C1)C(C)C)O 3-{(R)-Hydroxy-(4-isopropyl-phenyl)-[5-(tetrahydro-furan-2-yl)-pyridin-3-yl]-methyl}-3-methyl-azetidine-1-carboxylic acid tert-butyl ester